Tert-butyl (S)-2-methyl-4-carbonylpiperidine-1-carboxylate C[C@@H]1N(CCC(C1)=C=O)C(=O)OC(C)(C)C